(rac)-(6-(3-Cyclopropyl-2-fluorophenoxy)-2-azaspiro[3.4]octan-2-yl)((1s,3s)-3-hydroxy-3-methylcyclobutyl)methanone C1(CC1)C=1C(=C(O[C@H]2CC3(CN(C3)C(=O)C3CC(C3)(C)O)CC2)C=CC1)F |r|